azo-benzene acrylate C(C=C)(=O)O.N(=NC1=CC=CC=C1)C1=CC=CC=C1